(R*)-6-(4-ethyl-3-(hydroxymethyl)-5-oxo-4,5-dihydro-1H-1,2,4-triazol-1-yl)-7-fluoro-4-(prop-1-en-2-yl)-2-(o-tolyl)-3,4-dihydroisoquinolin-1(2H)-one C(C)N1C(=NN(C1=O)C=1C=C2[C@H](CN(C(C2=CC1F)=O)C1=C(C=CC=C1)C)C(=C)C)CO |o1:11|